BrC=1C(=C(C=CC1)C[C@H](C(=O)OC)NC(=O)OC(C)(C)C)OCC1=CC=C(C=C1)OC methyl (2R)-3-[3-bromo-2-[(4-methoxyphenyl)methoxy]phenyl]-2-[(tert-butoxycarbonyl)amino]propanoate